(R)-1-(3-chloro-5-(3-methylmorpholino)isothiazolo[4,5-b]pyridin-7-yl)cyclopropane-1-carbonitrile ClC1=NSC=2C1=NC(=CC2C2(CC2)C#N)N2[C@@H](COCC2)C